1H-dibenz[2,3:6,7]oxepino[4,5-c]pyrrole C1N=CC2=C1C1=C(OC3=C2C=CC=C3)C=CC=C1